CC1=CC=C(C=C1)C1=NC(=CC(=C1)C1=CC=CC=C1)C1=CC=C(C=C1)C 2,6-bis-(4-methylphenyl)-4-phenylpyridine